C1(=CC=CC=C1)SC(=S)SC(C(=O)O)CCC (Benzenylsulfanyl-thiocarbonyl)sulfanyl-pentanoic acid